FC=1C=NC(=NC1)CN 1-(5-fluoropyrimidin-2-yl)methylamine